methyl 2-[4-[(3-cyano-4-methyl-1H-indol-7-yl)sulfamoyl]pyrazol-1-yl]acetate C(#N)C1=CNC2=C(C=CC(=C12)C)NS(=O)(=O)C=1C=NN(C1)CC(=O)OC